methyl (2R)-2-{[(1,2,3,5,6,7-hexahydro-s-indacen-4-yl)carbamoyl]amino}-3-hydroxypropanoate C1CCC2=C(C=3CCCC3C=C12)NC(=O)N[C@@H](C(=O)OC)CO